C1(=CC=CC2=CC=CC=C12)C1=CC=C(N(C2=CC=C(C=C2)B2OC(C(O2)(C)C)(C)C)C2=CC=C(C=C2)C=2C=CC=C3C4=CC=CC=C4OC23)C=C1 4-(naphthalen-1-yl)-N-(4-{8-oxatricyclo[7.4.0.02,7]trideca-1(13),2,4,6,9,11-hexaen-6-yl}phenyl)-N-[4-(4,4,5,5-tetramethyl-1,3,2-dioxaborolan-2-yl)phenyl]aniline